C1(=CC=CC=C1)S(=O)CC=1C=CC2=C(CCO2)C1 5-((phenylsulfinyl)methyl)-2,3-dihydrobenzofuran